CC(C)(C)NC(=O)OCCCC1=CC2=C(C[C@H](NC([C@@H](N2C)C(C)C)=O)CO[Si](C2=CC=CC=C2)(C2=CC=CC=C2)C(C)(C)C)C=C1 3-[(2S,5S)-5-{[(tert-butyl)bis(phenyl)siloxy] methyl}-2-isopropyl-1-methyl-3-oxo-1,2,5,6-tetrahydro-1,4-benzodiazocin-9-yl]propyl 2-methyl-2-propanecarbamate